7-(4-Fluorophenyl)-5-methyl-3H-imidazo[4,5-c]pyridin-4-one FC1=CC=C(C=C1)C=1C2=C(C(N(C1)C)=O)NC=N2